((2R,3S,5R)-5-(6-amino-2-fluoro-9H-purin-9-yl)-2-ethynyl-2-(hydroxy-methyl)tetrahydrofuran-3-yl) 2-(1-adamantyl)ethyl carbonate C(O[C@@H]1[C@](O[C@H](C1)N1C2=NC(=NC(=C2N=C1)N)F)(CO)C#C)(OCCC12CC3CC(CC(C1)C3)C2)=O